1-methyl-ethylene glycol diglycidyl ether C(C1CO1)OC(COCC1CO1)C